1,2,4-tri-tert-butyl-cyclopentadiene tert-butyl-(3S)-4-(6-{[5-chloro-2-(trifluoromethyl)pyridin-3-yl]amino}pyridin-3-yl)-3-methylpiperazine-1-carboxylate C(C)(C)(C)OC(=O)N1C[C@@H](N(CC1)C=1C=NC(=CC1)NC=1C(=NC=C(C1)Cl)C(F)(F)F)C.C(C)(C)(C)C1=C(C=C(C1)C(C)(C)C)C(C)(C)C